C1(=CC=CC=C1)C(CCS(=O)(=O)C1=CC=CC=C1)=O 1-phenyl-3-(phenylsulfonyl)propan-1-one